1-Butyl-1-methylpyrrolidinium bis(trifluoromethylsulfonyl) imide CCCC[N+]1(CCCC1)C.C(OOS[N-]SOOC(F)(F)F)(F)(F)F